(R,E)-N-(7-(2-(4,4-Difluorocyclohexyl)vinyl)-2-methyl-2,3-dihydrobenzofuran-5-yl)acrylamide FC1(CCC(CC1)/C=C/C1=CC(=CC=2C[C@H](OC21)C)NC(C=C)=O)F